1-((R)-4-((5-(1-((R)-1,1-difluoropropan-2-yl)-1H-benzo[d][1,2,3]triazol-6-yl)-4-methoxypyrrolo[2,1-f][1,2,4]triazin-2-yl)amino)-3,3-difluoropiperidin-1-yl)ethan-1-one FC([C@@H](C)N1N=NC2=C1C=C(C=C2)C=2C=CN1N=C(N=C(C12)OC)N[C@H]1C(CN(CC1)C(C)=O)(F)F)F